(2-phenyl-3-(3,3,3-trifluoro-1-(thiophen-2-yl)propyl)-1H-indol-4-yl)boronic acid C1(=CC=CC=C1)C=1NC2=CC=CC(=C2C1C(CC(F)(F)F)C=1SC=CC1)B(O)O